(S)-2-(((tert-butyldiphenylsilyl)oxy)methyl)pyrrolidine [Si](C1=CC=CC=C1)(C1=CC=CC=C1)(C(C)(C)C)OC[C@H]1NCCC1